CS(=O)(=O)OCC1CCN(CC1)S(=O)(=O)C 4-(Methane-sulphonyloxymethyl)-1-methane-sulphonylpiperidine